4-(1-((5-methoxy-7-methyl-1H-indol-4-yl)methyl)-4-(2-methoxyethyl)piperazin-2-yl)benzoic acid COC=1C(=C2C=CNC2=C(C1)C)CN1C(CN(CC1)CCOC)C1=CC=C(C(=O)O)C=C1